O=C1N(CCCC1)C1=NC=CC(=C1)B(O)O (2-(2-oxopiperidin-1-yl)pyridin-4-yl)boronic acid